S(N)(OC1=CC=C2C(=C1)CN(C(C21CCN(CC1)C1CCC(CC1)C(C)C)=O)CCN1C(CCCC1)=O)(=O)=O 1'-((1s,4s)-4-isopropylcyclohexyl)-3-oxo-2-(2-(2-oxopiperidin-1-yl)ethyl)-2,3-dihydro-1H-spiro[isoquinoline-4,4'-piperidin]-7-yl sulfamate